4-(benzyloxy)-2'-chloro-4'-methyl-[1,1'-biphenyl]-3-carboxylic acid methyl ester COC(=O)C=1C=C(C=CC1OCC1=CC=CC=C1)C1=C(C=C(C=C1)C)Cl